3-hydroxybut-1-yn OC(C#C)C